NC1=NC=2C=C(C(=CC2C2=C1COC2)C(=O)N2[C@H](CC[C@@H](C2)C)C=2C=C1C=NN(C1=CC2)CCN(C)C)F (4-Amino-7-fluoro-1,3-dihydrofuro[3,4-c]quinolin-8-yl)((2r,5s)-2-(1-(2-(dimethylamino)ethyl)-1H-indazol-5-yl)-5-methylpiperidin-1-yl)methanone